5-(Difluoromethyl)-6-methoxypyrazine-2-carboxylic acid FC(C=1N=CC(=NC1OC)C(=O)O)F